FC1=CC=C(C=C1)[C@@H]1N(CCC2=CC=CC=C12)C(=O)C1CC(C1)(C[N+](=O)[O-])O (S)-(1-(4-fluorophenyl)-3,4-dihydroisoquinolin-2(1H)-yl)(3-hydroxy-3-(nitromethyl)cyclobutyl)methanone